C(N)(=O)C1=CC(=NC2=C1N=CN=C2N[C@@H]2CN(C[C@H](C2)F)C(=O)OC(C)(C)C)C=2C(=NN(C2)C)C tert-butyl (3S,5S)-3-{[8-carbamoyl-6-(1,3-dimethyl-1H-pyrazol-4-yl)pyrido[3,2-d]pyrimidin-4-yl]amino}-5-fluoropiperidine-1-carboxylate